4-((2',4'-dichloro-[1,1'-biphenyl]-4-yl)thio)-1H-1,2,3-triazole ClC1=C(C=CC(=C1)Cl)C1=CC=C(C=C1)SC=1N=NNC1